2-amino-1-(4-((1-(difluoromethoxy)isoquinolin-5-yl)sulfonyl)piperazin-1-yl)ethan-1-one NCC(=O)N1CCN(CC1)S(=O)(=O)C1=C2C=CN=C(C2=CC=C1)OC(F)F